FC1=C(C=C2C=NC(=NC2=C1)N1CCOCC1)C=O 7-fluoro-2-morpholinoquinazoline-6-carbaldehyde